5-[2-tert-Butyl-5-(trifluoromethyl)imidazo[4,5-b]pyridin-3-yl]indolin C(C)(C)(C)C1=NC=2C(=NC(=CC2)C(F)(F)F)N1C=1C=C2CCNC2=CC1